(R)-1-(3-nitro-5-(trifluoromethyl)phenyl)prop-2-yn-1-amine [N+](=O)([O-])C=1C=C(C=C(C1)C(F)(F)F)[C@@H](C#C)N